C1(CCCCC1)[C@@H](C(=O)NC=1C(=NC(=CC1)C=1C(=NNC1C)C)F)NC(=O)C1=CC=NN1C(C=C)C=C (S)-N-(1-cyclohexyl-2-((6-(3,5-dimethyl-1H-pyrazol-4-yl)-2-fluoropyridin-3-yl)amino)-2-oxoethyl)-1-(penta-1,4-dien-3-yl)-1H-pyrazole-5-carboxamide